O1C(=C(C(=O)C2=CC=CC=C12)CO)C1=CC=CC=C1 flavonemethanol